CC1(OC[C@@H](O1)C(=O)[O-])C.[Li+] lithium (R)-2,2-dimethyl-1,3-dioxolane-4-carboxylate